BrC=1C=C(SC1C(F)(F)F)CO (4-bromo-5-(trifluoromethyl)thiophen-2-yl)methanol